ClC=1C(=C(C=CC1F)C(=O)C1COC2=CC=CC=C2C1)F (3-chloro-2,4-difluoro-phenyl)(chroman-3-yl)methanone